FC1=C(C(=O)N2[C@@H]3[C@H](C[C@H]([C@H]2C2=CC=C(C=C2)NC2CCOCC2)C(=O)OC(C)(C)C)CCC3)C(=CC=C1)C tert-butyl (2S,3R,4aS,7aS)-1-(2-fluoro-6-methyl-benzoyl)-2-[4-(tetrahydropyran-4-ylamino) phenyl]-2,3,4,4a,5,6,7,7a-octahydrocyclopenta[b]pyridine-3-carboxylate